(1aRS,7bSR)-5-{2-[((S)-1-ethylpyrrolidin-3-yl)amino]-benzenesulfonylamino}-1,1a,2,7b-tetrahydrocyclopropa-[c]benzopyran-4-carboxylic acid C(C)N1C[C@H](CC1)NC1=C(C=CC=C1)S(=O)(=O)NC1=C(C2=C([C@@H]3[C@H](CO2)C3)C=C1)C(=O)O |&1:22,23|